ONCC1=CC(=C(C(=O)OCC)C=C1)C ethyl 4-((hydroxyamino) methyl)-2-methylbenzoate